NC=1C=C(C(=C(C(=O)N)C1)OC)OC 5-amino-2,3-dimethoxy-benzamide